BrC1=CC(=C2C(=N1)C(=NN2C(C)C)C)NCC=2C=NN(C2)C 5-bromo-1-isopropyl-3-methyl-N-[(1-methylpyrazol-4-yl)methyl]Pyrazolo[4,3-b]Pyridin-7-amine